cumyl Hydrogen peroxide C(C)(C)(C1=CC=CC=C1)OO